FC=1C=C(C=CC1F)[C@H]1[C@@H](C1)N (1R,2S)-2-(3,4-difluorophenyl)cyclopropylamine